N-(6-fluoropyridin-3-yl)-5-(2-((1-hydroxy-2-methylpropan-2-yl)amino)-2-oxoacetyl)-1,2,4-trimethyl-1H-pyrrole-3-carboxamide FC1=CC=C(C=N1)NC(=O)C1=C(N(C(=C1C)C(C(=O)NC(CO)(C)C)=O)C)C